6-(hydroxymethyl)-5-methoxy-2,3-dihydro-isoindol-1-one OCC1=C(C=C2CNC(C2=C1)=O)OC